(4-(2-fluoro-3-methoxyphenoxy)phenyl)-boronic acid FC1=C(OC2=CC=C(C=C2)B(O)O)C=CC=C1OC